CN1N=CC=C1N1C(C=2C=CC3=C(C2C1)C=CC=C3)=O 2-(1-methyl-1H-pyrazol-5-yl)-1,2-dihydro-3H-benzo[e]isoindol-3-one